ethyl 3,3-dichloro-2-(para-tolylsulfonylhydrazono)propanoate ClC(C(C(=O)OCC)=NNS(=O)(=O)C1=CC=C(C=C1)C)Cl